(4-carboxymethylphenoxy) benzoate C(C1=CC=CC=C1)(=O)OOC1=CC=C(C=C1)CC(=O)O